C(C1=CC=CC=C1)NS(=O)(=O)C=1C=C(C=CC1OC)C1=C(C=CC(=C1)C=O)N1C=NC=C1 N-benzyl-5'-formyl-2'-(1H-imidazol-1-yl)-4-methoxy-[1,1'-biphenyl]-3-sulfonamide